2-(3-chloro-4-(trifluoromethoxy)phenyl)-6-(r-isobutyl-[1,4'-bipiperidin]-4-yl)-4-methyl-1H-benzo[d]imidazole tris(2,2,2-trifluoroacetate) FC(C(=O)O)(F)F.FC(C(=O)O)(F)F.FC(C(=O)O)(F)F.ClC=1C=C(C=CC1OC(F)(F)F)C1=NC2=C(N1)C=C(C=C2C)C2C[C@H](N(CC2)C2CCNCC2)CC(C)C